N-benzyl-2-(4,6-dimethoxypyrimidine-5-carboxamido)-N-methyl-7-(trifluoromethyl)spiro[chromeno[4,3-d]thiazole-4,1'-cyclohexane]-4'-carboxamide C(C1=CC=CC=C1)N(C(=O)C1CCC2(CC1)OC=1C=C(C=CC1C=1N=C(SC12)NC(=O)C=1C(=NC=NC1OC)OC)C(F)(F)F)C